[Si](C)(C)(C(C)(C)C)OCC(CN1N=C(C=C1[N+](=O)[O-])C(=O)OC)=O methyl 1-(3-((tert-butyldimethylsilyl) oxy)-2-oxopropyl)-5-nitro-1H-pyrazole-3-carboxylate